NCCNC(=O)N1CCN(CC1)C(C1=C(C=C(C=C1)NC=1C=2N(C=CN1)C(=CN2)C=2C(=NNC2)C(F)(F)F)C)=O N-(2-aminoethyl)-4-[2-methyl-4-[[3-[3-(trifluoromethyl)-1H-pyrazol-4-yl]imidazo[1,2-a]pyrazin-8-yl]amino]benzoyl]piperazine-1-carboxamide